4-bromo-3,3-bis(6-(((R)-2-hydroxyhex-5-en-1-yl)oxy)benzo[d][1,3]dioxol-5-yl)indolin-2-one BrC1=C2C(C(NC2=CC=C1)=O)(C1=CC2=C(OCO2)C=C1OC[C@@H](CCC=C)O)C1=CC2=C(OCO2)C=C1OC[C@@H](CCC=C)O